BrC1=CC=C2C(=NN(C2=C1)CCOCCOC)NC1=C(C2=CC=CC=C2C=C1)C(=O)[O-] ((6-bromo-1-[2-(2-methoxyethoxy)ethyl]-1H-indazol-3-yl)amino)naphthalene-1-carboxylate